[NH+]12CC[NH+](CC1)CC2 1,4-diazabicyclo[2.2.2]octane-1,4-diium